ferric catecholate C=1([O-])C([O-])=CC=CC1.[Fe+3].C=1([O-])C([O-])=CC=CC1.C=1([O-])C([O-])=CC=CC1.[Fe+3]